C1(=CC=CC=C1)C(C)N1C[C@H]2[C@@H](N([C@@H](C1)C2)C(=O)OCC[Si](C)(C)C)C(=O)OC 7-Methyl 6-(2-(trimethylsilyl)ethyl) (1S,5R,7R)-3-(1-phenylethyl)-3,6-diazabicyclo[3.2.1]octane-6,7-dicarboxylate